FC1(CCN(CC1)CCC1=CC=C(C=C1)CC(=O)O)F {4-[2-(4,4-difluoropiperidin-1-yl)ethyl]phenyl}acetic acid